tri(isobutylphenyl) phosphorothioate P(OC1=C(C=CC=C1)CC(C)C)(OC1=C(C=CC=C1)CC(C)C)(OC1=C(C=CC=C1)CC(C)C)=S